tert-butyl 4-(5-(2-fluorophenyl)-7H-pyrrolo[2,3-d]pyrimidin-4-yl)piperazine-1-carboxylate FC1=C(C=CC=C1)C1=CNC=2N=CN=C(C21)N2CCN(CC2)C(=O)OC(C)(C)C